BrC1=CN=C(N(C1=O)CC(=O)OCCCC)COC butyl 2-(5-bromo-2-(methoxymethyl)-6-oxopyrimidin-1(6H)-yl)acetate